The molecule is a 1,2-diacyl-sn-glycerol where oleoyl and stearoyl are the 1- and 2-acyl groups respectively. It derives from an oleic acid and an octadecanoic acid. CCCCCCCCCCCCCCCCCC(=O)O[C@@H](CO)COC(=O)CCCCCCC/C=C\\CCCCCCCC